(2R or S)-1-{3-[(1R)-1-aminoethyl]-2-fluorophenyl}-4-cyclopropyl-1,1-difluoro-2-methylbut-3-yn-2-ol hydrochloride Cl.N[C@H](C)C=1C(=C(C=CC1)C([C@@](C#CC1CC1)(O)C)(F)F)F |o1:11|